ClC1=CC=2N(C=C1)C(=C(N2)C2=C(C=C(C(=C2)F)S(N)(=O)=O)Cl)C[C@H]2CN(CCO2)C(=O)OC methyl (S)-2-((7-chloro-2-(2-chloro-5-fluoro-4-sulfamoylphenyl)imidazo[1,2-a]pyridin-3-yl)methyl)morpholine-4-carboxylate